5-bromo-4-[3-(6-bromo-4-carbamoyl-3-methoxy-2-nitro-anilino)propylamino]-2-methoxy-3-nitro-benzamide BrC=1C(=C(C(=C(C(=O)N)C1)OC)[N+](=O)[O-])NCCCNC1=C(C(=C(C=C1Br)C(N)=O)OC)[N+](=O)[O-]